C(CCCCCCC)[Si](OC(C)C)(OC(C)C)CC octyl-ethyl-diisopropyl-oxysilane